[N+](=O)([O-])C1=C(OC2=C(C=C(C=C2)[N+](=O)[O-])[N+](=O)[O-])C=CC(=C1)[N+](=O)[O-] 1-(2,4-dinitrophenoxy)-4-nitro-2-nitrobenzene